2-Mercaptoethylthio-4-mercaptomethyl-1,3-dithiacyclopentane SCCSC1SCC(S1)CS